CC1=C(C=C(C=C1)C(C)C)S(=O)(=O)N 2-methyl-5-(propan-2-yl)benzene-1-sulfonamide